CC1(C(NC2=CC=C(C=C2C1)NC1=NC2=CC=CC=C2C(=N1)C)=O)C 3,3-dimethyl-6-[(4-methylquinazolin-2-yl)amino]-1,4-dihydroquinolin-2-one